tert-butyl 4-[5-nitro-6-[[2-(piperidine-1-carbonylamino)-4-pyridyl]amino]-2-pyridyl]piperazine-1-carboxylate [N+](=O)([O-])C=1C=CC(=NC1NC1=CC(=NC=C1)NC(=O)N1CCCCC1)N1CCN(CC1)C(=O)OC(C)(C)C